C12COCC(CC1)N2C=2SC(=C(N2)C=2C(=C(C=CC2)NS(=O)(=O)C2=C(C=CC=C2F)F)F)C2=NC(=NC=C2)S(=O)(=O)C N-(3-(2-(3-oxa-8-azabicyclo[3.2.1]oct-8-yl)-5-(2-(methylsulfonyl)-pyrimidin-4-yl)thiazol-4-yl)-2-fluorophenyl)-2,6-difluorobenzenesulfonamide